(4-{2-Hydroxy-3-[(2-methylphenyl)oxy]propyl}piperazin-1-yl)butan-2-ol bromine [Br].OC(CN1CCN(CC1)CC(CC)O)COC1=C(C=CC=C1)C